OC1C(CCCC1)NC=1C=C(C(=O)N)C=CC1 3-((2-hydroxycyclohexyl)amino)benzamide